rac-N-{(5R,6S)-5-[([1,1'-biphenyl]-3-yl)methyl]-3-ethyl-2-methyl-4-oxo-3,4,5,6,7,8-hexahydroquinazolin-6-yl}methanesulfonamide C1(=CC(=CC=C1)C[C@@H]1C=2C(N(C(=NC2CC[C@@H]1NS(=O)(=O)C)C)CC)=O)C1=CC=CC=C1 |r|